FC=1C(=C(C=CC1C1=NC=NC(=N1)NC=1C=NN(C1)C)[C@@H](C)NC(OC(C)(C)C)=O)C tert-butyl (R)-(1-(3-fluoro-2-methyl-4-(4-((1-methyl-1H-pyrazol-4-yl)amino)-1,3,5-triazin-2-yl)phenyl)ethyl)carbamate